[Na+].O1C(=N[C@@H]2[C@H]1CC=1C=CC=CC12)C(=O)[O-] (3aS,8aR)-3a,8a-dihydro-8H-indeno[1,2-d]oxazole-2-carboxylic acid sodium salt